N1(CCNCC1)C1=NC=C(C#N)C=C1 6-(piperazin-1-yl)nicotinonitrile